tetramethylethylenediamine dichloride [Cl-].[Cl-].CN(CCN(C)C)C